C(#N)C1=CC=C(C=C1)NC(=O)[C@@H]1CN([C@H](O1)C(F)(F)F)C1=CC(=C(C=C1)[N+](=O)[O-])C (2R,5S)-N-(4-Cyanophenyl)-3-(3-methyl-4-nitrophenyl)-2-(trifluoromethyl)oxazolidin-5-carboxamid